1-(2-isopropyl-4-methylpyridin-3-yl)-4-(3-vinyl-5,6-dihydroimidazo[1,5-a]pyrazin-7(8H)-yl)pyrido[2,3-d]pyrimidin-2(1H)-one C(C)(C)C1=NC=CC(=C1N1C(N=C(C2=C1N=CC=C2)N2CC=1N(CC2)C(=NC1)C=C)=O)C